3,4,6,7,10,11-hexachlorotridecane-11,12,13-13C3 ClC(CC)C(CC(C(CCC([13CH]([13CH2][13CH3])Cl)Cl)Cl)Cl)Cl